N-(4-(2-(2,2-difluorobenzo[d][1,3]dioxol-5-yl)vinyl)thiazol-2-yl)-1-(pyridin-4-ylmethyl)-1H-pyrrole-2-carboxamide FC1(OC2=C(O1)C=CC(=C2)C=CC=2N=C(SC2)NC(=O)C=2N(C=CC2)CC2=CC=NC=C2)F